N-methyl-4-(4-(3-(3-((4-(trifluoromethyl)benzyl)oxy)phenyl)ureido)phenoxy)pyridine CN1CC=C(C=C1)OC1=CC=C(C=C1)NC(=O)NC1=CC(=CC=C1)OCC1=CC=C(C=C1)C(F)(F)F